Pentadecan-8-yl ((((2R,3S,5R)-5-(6-amino-2-fluoro-9H-purin-9-yl)-2-ethynyl-3-hydroxytetra-hydrofuran-2-yl)methoxy)-(phenoxy)phosphoryl)-L-alaninate NC1=C2N=CN(C2=NC(=N1)F)[C@H]1C[C@@H]([C@@](O1)(C#C)COP(=O)(OC1=CC=CC=C1)N[C@@H](C)C(=O)OC(CCCCCCC)CCCCCCC)O